O1CCN(CCC1)C1CCN(CC1)C1=CC(=C(C=C1C)NC1=NC=C(C(=N1)NC1=C(C2=C(OCCO2)C=C1)P(C)C)Br)OC (6-((2-((4-(4-(1,4-oxazepan-4-yl)piperidin-1-yl)-2-methoxy-5-methylphenyl)amino)-5-bromopyrimidin-4-yl)amino)-2,3-dihydrobenzo[b][1,4]dioxin-5-yl)dimethylphosphine